[4-(1H-imidazol-2-yl)-1-piperidyl]-[3-(1H-indol-4-yl)-1H-indol-6-yl]methanone N1C(=NC=C1)C1CCN(CC1)C(=O)C1=CC=C2C(=CNC2=C1)C1=C2C=CNC2=CC=C1